(4-amino-3-((5-((4-(4-(methoxycarbonyl)-6-methylpyridin-2-yl)-1-methyl-1H-pyrazol-5-yl)oxy)-2-methylpentyl)amino)benzyl)piperazine-1-carboxylic acid tert-butyl ester C(C)(C)(C)OC(=O)N1C(CNCC1)CC1=CC(=C(C=C1)N)NCC(CCCOC1=C(C=NN1C)C1=NC(=CC(=C1)C(=O)OC)C)C